OC(CCC)C1=CC(=C(C=N1)C1=NC=C2C=C(N=CC2=C1)NC([C@H](C)OC)=O)C (2S)-N-{7-[6-(1-hydroxybutyl)-4-methylpyridin-3-yl]-2,6-naphthyridin-3-yl}-2-methoxypropanamide